CC=1C(=C(C=2CC3=CC=CC=C3C2C1)NC1=C(C(=CC=2C3=CC=CC=C3CC12)C1=CC=CC=C1)C1=CC=CC=C1)C (dimethylfluorenyl)(diphenylfluorenyl)amine